C([C@@H](O)C)(=O)O (2S)-lactic acid